10-[2-(9-anthryl)ethyl]phenoxazine C1=CC=CC2=CC3=CC=CC=C3C(=C12)CCN1C2=CC=CC=C2OC=2C=CC=CC12